CN1C=NC2=C1C(=CC=C2)CCC[C@H]2C[C@@H]1N(CCN(C1)C1=NC=C(C#N)C=C1)C2=O 6-((7S,8aS)-7-(3-(1-methyl-1H-benzo[d]imidazol-7-yl)propyl)-6-oxohexahydropyrrolo[1,2-a]pyrazin-2(1H)-yl)nicotinonitrile